CC1=NN(C(=C1C=1C=CC(=NC1F)NC([C@H](C1CCC(CC1)C)NC(=O)C=1N(N=CC1)CCS(=O)C)=O)C)COCC[Si](C)(C)C N-[(1S)-2-[[5-[3,5-dimethyl-1-(2-trimethylsilylethoxymethyl)pyrazol-4-yl]-6-fluoro-2-pyridyl]amino]-1-(4-methylcyclohexyl)-2-oxo-ethyl]-2-(2-methylsulfinylethyl)pyrazole-3-carboxamide